C(C=C)S(=O)(=O)[O-].[Na+] sodium allyl-sulphonate